2,3,4,5-tetrakis(3-phenyl-9H-carbazol-9-yl)-6-(6-phenylpyridin-2-yl)benzonitrile C1(=CC=CC=C1)C=1C=CC=2N(C3=CC=CC=C3C2C1)C1=C(C#N)C(=C(C(=C1N1C2=CC=CC=C2C=2C=C(C=CC12)C1=CC=CC=C1)N1C2=CC=CC=C2C=2C=C(C=CC12)C1=CC=CC=C1)N1C2=CC=CC=C2C=2C=C(C=CC12)C1=CC=CC=C1)C1=NC(=CC=C1)C1=CC=CC=C1